N-(3-(4-chloro-2-ethyl-1-methyl-6-(trifluoromethyl)-1H-benzo[d]imidazol-5-yl)phenyl)-3-cyano-4-((E)-4-(((1r,4r)-4-methoxycyclohexyl)amino)but-2-enamido)benzamide ClC1=C(C(=CC=2N(C(=NC21)CC)C)C(F)(F)F)C=2C=C(C=CC2)NC(C2=CC(=C(C=C2)NC(\C=C\CNC2CCC(CC2)OC)=O)C#N)=O